(2-(((2R,3S,4R,5R)-5-(4-(cyclopentylamino)-6-(hydroxymeth-yl)-1H-pyrazolo[3,4-d]pyrimidin-1-yl)-3,4-dihydroxytetrahydro-furan-2-yl)methoxy)-1-methoxy-propan-2-yl)phosphonic acid C1(CCCC1)NC1=C2C(=NC(=N1)CO)N(N=C2)[C@H]2[C@@H]([C@@H]([C@H](O2)COC(COC)(C)P(O)(O)=O)O)O